2-(3,4,5-trifluorophenoxy)-1,3,2-dithiaphospholane 2-sulfide FC=1C=C(OP2(SCCS2)=S)C=C(C1F)F